C1(=CC=CC=C1)C=1C=CN2C3(C=CCC12)CCCC3 phenyl-8'H-spiro[cyclopentane-1,5'-indolizine]